3-Heptyl Acetate C(C)(=O)OC(CC)CCCC